N1[C@@H](CC1)COC=1C=CC(=C(C(=O)NC2(CC2)C2=C3C=CC=NC3=CC(=C2)C=2OC=CN2)C1)C (S)-5-(Azetidin-2-ylmethoxy)-2-methyl-N-(1-(7-(oxazol-2-yl)quinolin-5-yl)cyclopropyl)benzamide